(3S,4S)-3-hydroxy-1-(5-(trifluoromethyl)pyrimidin-2-yl)piperidine O[C@@H]1CN(CCC1)C1=NC=C(C=N1)C(F)(F)F